Cl.CNC(CO)CO N-methyl-1,3-dihydroxy-2-propylamine hydrochloride